FC(COC=1C=C(C(=NC1)C=1OC2=C(N1)C=C(C=C2)S(C(F)(F)F)(=O)=N)S(=O)(=O)CC)(C)F [2-[5-(2,2-Difluoropropoxy)-3-ethylsulfonyl-2-pyridinyl]-1,3-benzoxazol-5-yl]-imino-oxo-(trifluoromethyl)-lambda6-sulfane